ethyl 8-(7-difluoromethyl-6-piperidin-4-yl-3,4-dihydro-2H-quinolin-1-yl)-[1,7]naphthyridine-carboxylate FC(C1=C(C=C2CCCN(C2=C1)C=1N=CC=C2C=CC(=NC12)C(=O)OCC)C1CCNCC1)F